C(#N)C=1C=C(C=CC1OCCCOC)C=1SC(=C(N1)C)C(=O)OCC ethyl 2-(3-cyano-4-(3-methoxypropoxy) phenyl)-4-methylthiazole-5-carboxylate